ClC=1C(=NC(=NC1)NC(CO)(C)C)C1=CC=C2CN(C(C2=C1)=O)[C@@H](C(=O)N[C@H](CO)C1=CC(=CC=C1)C)C (2R)-2-(6-{5-chloro-2-[(1-hydroxy-2-methylpropan-2-yl)amino]pyrimidin-4-yl}-1-oxo-2,3-dihydro-1H-isoindol-2-yl)-N-[(1S)-2-hydroxy-1-(3-methylphenyl)ethyl]propionamide